rel-(2R)-2,8-dimethyl-1-[2-methyl-4-(1-methylpyrazol-4-yl)phenyl]sulfonyl-2,3-dihydroquinolin-4-one C[C@H]1N(C2=C(C=CC=C2C(C1)=O)C)S(=O)(=O)C1=C(C=C(C=C1)C=1C=NN(C1)C)C |o1:1|